(3-Methoxy-4-methylphenyl)-4-(5-methyl-8-((3-methyloxetan-3-yl)methoxy)-2-oxo-1,2-dihydroquinazolin-3(4H)-yl)cyclohexanecarboxamide COC=1C=C(C=CC1C)C1(CCC(CC1)N1C(NC2=C(C=CC(=C2C1)C)OCC1(COC1)C)=O)C(=O)N